FC(C=1C=CC2=C(C[C@H](O2)C=2C=C(C=CC2)C2=NN=NN2)C1)(F)F (S)-5-(3-(5-(trifluoromethyl)-2,3-dihydrobenzofuran-2-yl)phenyl)-1H-tetrazole